FC(C1=C(CN2C(C3=NN(C(=C3C2)I)C2=C(C=CC=C2CC)CC)(C)C)C=CC(=C1)C(F)(F)F)(F)F 5-(2,4-bis(trifluoromethyl)benzyl)-2-(2,6-diethylphenyl)-3-iodo-6,6-dimethyl-2,4,5,6-tetrahydropyrrolo[3,4-c]Pyrazole